5-fluoro-4-(3-isopropyl-2-methyl-2H-indazol-5-yl)-N-[5-(piperidin-4-yl)-2-pyridinyl]pyrimidin-2-amine FC=1C(=NC(=NC1)NC1=NC=C(C=C1)C1CCNCC1)C1=CC2=C(N(N=C2C=C1)C)C(C)C